N,N'-diethylthiuram disulfide C(C)NC(=S)SSC(=S)NCC